Tert-Butyl (3R,4S)-4-((4-chloro-5-(trifluoromethyl)pyrimidin-2-yl) amino)-3-fluoropiperidine-1-carboxylate ClC1=NC(=NC=C1C(F)(F)F)N[C@@H]1[C@@H](CN(CC1)C(=O)OC(C)(C)C)F